C(N)(=O)C1=CC=C(C(=C1C1=C(C=CC2=C1C[C@](O2)(C2=CC=CC=C2)CN[C@@H]2CC[C@H](CC2)C(=O)OC)Cl)F)F methyl (trans)-4-((((2S,4S)-4-(6-carbamoyl-2,3-difluorophenyl)-5-chloro-2-phenyl-2,3-di-hydrobenzofuran-2-yl)methyl)amino)cyclohexane-1-carboxylate